N-(3'',5',5''-tri-tert-butyl-1,1':3',1''-terphenyl-4-yl)-N-(1,1'-biphenyl-2-yl)-9,9-dimethyl-9H-fluorene-2-Amine C(C)(C)(C)C=1C=C(C=C(C1)C(C)(C)C)C=1C=C(C=C(C1)C(C)(C)C)C1=CC=C(C=C1)N(C1=CC=2C(C3=CC=CC=C3C2C=C1)(C)C)C1=C(C=CC=C1)C1=CC=CC=C1